N-[(5-chlorothiophen-2-yl)methyl]-1-(furan-3-carbonyl)-3-(pyrrolidin-2-yl)-1H-pyrazol-5-amine ClC1=CC=C(S1)CNC1=CC(=NN1C(=O)C1=COC=C1)C1NCCC1